BrC1=C(C=C(C=C1)C(F)(F)F)CC(C(=O)O)(F)F 2-bromo-α,α-difluoro-5-(trifluoromethyl)-benzenepropanoic acid